5-chloro-8-((2-(3-(6-fluoro-[1,2,4]triazolo[4,3-a]pyridin-7-yl)propyl)-2-azaspiro[3.3]heptan-6-yl)oxy)-3-methylquinazolin-4(3H)-one ClC1=C2C(N(C=NC2=C(C=C1)OC1CC2(CN(C2)CCCC2=CC=3N(C=C2F)C=NN3)C1)C)=O